C(C1=CC=CC=C1)[Sn](C(=C)OCC)(CC1=CC=CC=C1)CC1=CC=CC=C1 Tribenzyl(1-ethoxyvinyl)stannane